Rac-(2R)-2-methyl-4-oxo-piperidine-1-carboxylic acid tert-butyl ester C(C)(C)(C)OC(=O)N1[C@@H](CC(CC1)=O)C |r|